C(C1=CC=CC=C1)N1N=CC(=C1)C=1C(=CC(N(C1)C)=O)C1=NOC=C1 5-(1-benzyl-1H-pyrazol-4-yl)-4-(isoxazol-3-yl)-1-methyl-pyridin-2(1H)-one